FC1(CCC(CC1)CC1=NOC(N1CC1=NC(=NO1)C)=O)F 3-[(4,4-difluorocyclohexyl)methyl]-4-[(3-methyl-1,2,4-oxadiazol-5-yl)methyl]-1,2,4-oxadiazol-5(4H)-one